(R)-1-((R)-5-(2,5-difluorophenyl)-2,3-dihydrobenzofuran-2-carbonyl)-2-methylindoline-6-sulfonamide FC1=C(C=C(C=C1)F)C=1C=CC2=C(C[C@@H](O2)C(=O)N2[C@@H](CC3=CC=C(C=C23)S(=O)(=O)N)C)C1